C1(CC1)CC(C(=O)C1=CC(=C(C=C1)Cl)Cl)SC#N 3-cyclopropyl-1-(3,4-dichlorophenyl)-2-thiocyanopropan-1-one